CC1=CC=CC(=N1)C=O 6-methylpyridin-2-formaldehyde